N-(4-(4-Methylpiperazin-1-yl)phenyl)-2-oxo-4-((1-phenyl-1H-pyrazol-5-yl)amino)-1,2-dihydropyridine-3-carboxamide CN1CCN(CC1)C1=CC=C(C=C1)NC(=O)C=1C(NC=CC1NC1=CC=NN1C1=CC=CC=C1)=O